tert-butyl 3-[6-(2,4-dimethoxypyrimidin-5-yl)-3-methyl-pyridazin-4-yl]-2,5-dihydropyrrole-1-carboxylate COC1=NC=C(C(=N1)OC)C1=CC(=C(N=N1)C)C=1CN(CC1)C(=O)OC(C)(C)C